(±)-2-(2-(5-(3-(aminomethyl)-2-fluorophenyl)benzofuran-3-yl)-4-methyl-3,4-dihydro-2H-Benzo[b][1,4]oxazin-8-yl)acetic acid NCC=1C(=C(C=CC1)C=1C=CC2=C(C(=CO2)[C@@H]2CN(C3=C(O2)C(=CC=C3)CC(=O)O)C)C1)F |r|